C(CCC)C1=CC=C(C=C1)C=1SC(=C(N1)C(C)C)CCC(=O)C1=CC(=C(C=C1)OCCO)C 3-(2-(4-butylphenyl)-4-isopropylthiazol-5-yl)-1-(4-(2-hydroxyethoxy)-3-methylphenyl)propan-1-one